C(#N)C1=NN(C2=CC(=CC=C12)/C=C/C(=O)N[C@@H]1[C@H](CC2=CC=CC=C12)OC)C1OCCCC1 (E)-3-(3-cyano-1-(tetrahydro-2H-pyran-2-yl)-1H-indazol-6-yl)-N-((1S,2S)-2-methoxy-2,3-dihydro-1H-inden-1-yl)acrylamide